FMOC-O-(BENZYLPHOSPHO)-SERINE C(=O)(OCC1C2=CC=CC=C2C2=CC=CC=C12)N[C@@H](COP(=O)(OCC1=CC=CC=C1)O)C(=O)O